peroxy acetate CC(=O)OOC(=O)C1OO1